C1=C(C=CC2=CC=CC=C12)O naphthalin-2-ol